ClC1=NC(=C(C2=C1C=CS2)C2=C(C=C(C=C2)F)OC)C(=O)NC2CN(CCC2O)C(=O)OC(C)(C)C tert-butyl 3-[[4-chloro-7-(4-fluoro-2-methoxy-phenyl)thieno[3,2-c]pyridine-6-carbonyl]amino]-4-hydroxy-piperidine-1-carboxylate